2-benzyl-2-chloro-3-hydroxy-3-(3-trifluoromethylphenyl)propionic acid C(C1=CC=CC=C1)C(C(=O)O)(C(C1=CC(=CC=C1)C(F)(F)F)O)Cl